C(=O)(O)C1=C(C(=O)NC=2C=C(C=CC2C(=O)O)C2=C(C=C(C=C2)Cl)Cl)C=CC(=C1)C(NS(=C)(C)=N)=O 3-(2-carboxy-4-{[imino(methyl)methylidene-λ6-sulfanyl]carbamoyl}benzamido)-2',4'-dichloro-[1,1'-biphenyl]-4-carboxylic acid